(8-fluoro-2-methyl-imidazo[1,2-a]pyridin-6-yl)furo[3,2-b]pyridine-2-carboxamide FC=1C=2N(C=C(C1)C1=C(OC=3C1=NC=CC3)C(=O)N)C=C(N2)C